3,8,11,17,22-pentaazaheptacosan-3-iumoate C(C[NH2+]CCCCNCCNCCCCCNCCCCNCCCCC)(=O)[O-]